ClC1=CC(=C(C=N1)C#CC=1N=C(SC1)CN1CCOCC1)F ((4-((6-chloro-4-fluoropyridin-3-yl)ethynyl)thiazol-2-yl)methyl)morpholine